N[C@H](C(=O)N1[C@@H](CCC1)C(=O)N[C@@H](CC1=NC=CC=C1)C1=CC=CC=C1)CC1=CC=CC=C1 (S)-1-((S)-2-amino-3-phenylpropionyl)-N-((S)-1-phenyl-2-(pyridin-2-yl)ethyl)pyrrolidine-2-carboxamide